2-phospho-1,2,4-butanetricarboxylate P(=O)(=O)C(CC(=O)[O-])(CCC(=O)[O-])C(=O)[O-]